O=C1NC(CCC1N1C(C2=CC=CC(=C2C1=O)NCC(=O)O)=O)=O 2-{[2-(2,6-dioxopiperidin-3-yl)-1,3-dioxo-2,3-dihydro-1H-isoindol-4-yl]amino}acetic acid